1-(3-chloro-2-hydroxy-5-methoxy-phenyl)ethanone ClC=1C(=C(C=C(C1)OC)C(C)=O)O